F[C@H]1[C@@H]2C=C[C@H](C[C@H]1C(=C)C1=CN=C(N=N1)C1=C(C=C(C=C1)C1=CC(=NC=C1)OC)O)N2 2-(6-(1-((1S,2R,3S,5S)-2-fluoro-8-azabicyclo[3.2.1]oct-6-en-3-yl)vinyl)-1,2,4-triazin-3-yl)-5-(2-methoxypyridin-4-yl)phenol